1-Fluoromethyl-2-[4-(1-methyl-4-pyridin-4-yl-1H-pyrazol-3-yl)-phenoxymethyl]-1H-benzoimidazole FCN1C(=NC2=C1C=CC=C2)COC2=CC=C(C=C2)C2=NN(C=C2C2=CC=NC=C2)C